ClC1=C(C(O)=CC=C1)O chlorocatechol